4-(3-(6-(4-isopropyl-4H-1,2,4-triazol-3-yl)pyridin-2-yl)-2-oxoimidazolidin-1-yl)benzonitrile C(C)(C)N1C(=NN=C1)C1=CC=CC(=N1)N1C(N(CC1)C1=CC=C(C#N)C=C1)=O